O1CCOC12CCCCC2 1,4-dioxaspiro[4.5]decan